4-(hydroxymethyl)pyridin-1-ium bromide [Br-].OCC1=CC=[NH+]C=C1